2,4,6,8-Tetravinyl-2,4,6,8-tetramethylcyclotetrasiloxan C(=C)[Si]1(O[Si](O[Si](O[Si](O1)(C)C=C)(C)C=C)(C)C=C)C